C(C)(C)(C)OC(=O)N1CCC(CC1)COC1=NC=CC(=C1)C(CC(=O)OCC)C1CC1 tert-butyl-4-(((4-(1-cyclopropyl-3-ethoxy-3-oxopropyl)pyridine-2-yl)oxy)methyl)-piperidine-1-carboxylate